6-[5-({[3-(cyclobutylmethoxy)pyridin-2-yl]methyl}carbamoyl)-6-methoxypyridin-3-yl]-N-methyl-1H-indazole-3-carboxamide C1(CCC1)COC=1C(=NC=CC1)CNC(=O)C=1C=C(C=NC1OC)C1=CC=C2C(=NNC2=C1)C(=O)NC